(2R)-N-((R)-(3-fluoro-4-(trifluoromethoxy)phenyl)(trans-3-(trifluoromethyl)-cyclobutyl)methyl)-2-methyl-3-oxopiperazine-1-carboxamide FC=1C=C(C=CC1OC(F)(F)F)[C@H](NC(=O)N1[C@@H](C(NCC1)=O)C)[C@@H]1C[C@H](C1)C(F)(F)F